Tert-butyl (1,1-dicyclopropyl-3-((2-hydroxy-5-(2-methoxyacetyl)phenyl)amino)-3-oxopropan-2-yl)carbamate C1(CC1)C(C(C(=O)NC1=C(C=CC(=C1)C(COC)=O)O)NC(OC(C)(C)C)=O)C1CC1